N-[4-(3-Cyanophenyl)-5-(2,6-dimethyl-4-pyridyl)thiazol-2-yl]-1-oxo-2,8-diazaspiro[4.5]decane-8-carboxamide C(#N)C=1C=C(C=CC1)C=1N=C(SC1C1=CC(=NC(=C1)C)C)NC(=O)N1CCC2(CCNC2=O)CC1